C(C1=CC=CC=C1)OC(=O)N\C(\C(=O)OC)=C/C=1C=NC2=CC=CC=C2C1 methyl (2Z)-2-{[(benzyloxy)carbonyl]amino}-3-(quinolin-3-yl)prop-2-enoate